4-(2-Chloro-5-fluorophenyl)-N-cyclobutyl-3-(3-fluoro-5-trifluoromethylbenzoylamino)-6-oxo-4,5,6,7-tetrahydro-1H-pyrazolo[4,3-c]pyridine-1-carboxamide ClC1=C(C=C(C=C1)F)C1NC(CC2=C1C(=NN2C(=O)NC2CCC2)NC(C2=CC(=CC(=C2)C(F)(F)F)F)=O)=O